(4-hydroxy-3-iodo-5-methylphenyl)-1,2,4-oxadiazole-5-carboxylic acid methyl ester COC(=O)C1=NC(=NO1)C1=CC(=C(C(=C1)C)O)I